N-(1-(2-chloropyrimidin-4-yl)propyl)-5-(6-ethoxypyrazin-2-yl)picolinamide ClC1=NC=CC(=N1)C(CC)NC(C1=NC=C(C=C1)C1=NC(=CN=C1)OCC)=O